C(C)(C)(C)C=1C=C(C=C(C1)N1N=C(C=C1C)C)[C@H](CC(=O)OC)CN1CC2(C1)CN(CC2)CC2=NC=1NCCCC1C=C2 methyl (S)-3-(3-(tert-butyl)-5-(3,5-dimethyl-1H-pyrazol-1-yl)phenyl)-4-(6-((5,6,7,8-tetrahydro-1,8-naphthyridin-2-yl)methyl)-2,6-diazaspiro[3.4]octan-2-yl)butanoate